1-(4-(Trifluoromethoxy)phenyl)-3-azabicyclo[3.1.0]hexane FC(OC1=CC=C(C=C1)C12CNCC2C1)(F)F